NC1=NC=C(C2=C1C(=C(N2C)C2=CC=C(C=C2)NC(C=C)=O)C2=CC=C(C=C2)OC2=NC=C(C(=N2)C(F)(F)F)Cl)C#N N-(4-(4-amino-3-(4-((5-chloro-4-(trifluoromethyl)pyrimidin-2-yl)oxy)phenyl)-7-cyano-1-methyl-1H-pyrrolo[3,2-c]pyridin-2-yl)phenyl)acrylamide